6-methyldinaphthothiophene acrylate C(C=C)(=O)O.CC1=CC=2C=CC=CC2C=2C3=C(SC21)C=2C=CC=CC2C=C3